potassium disiloxane [SiH3]O[SiH3].[K]